3-bromo-4-iodo-1,1':4',1''-terphenyl BrC=1C=C(C=CC1I)C1=CC=C(C=C1)C1=CC=CC=C1